C1CCN2C3=C(C(=C12)C(=O)N1CCC2(C(CN(C2)C(=O)OC(C)(C)C)(F)F)CC1)C=CC=C3 tert-butyl 8-({1H,2H,3H-benzo[b]pyrrolizin-9-yl} carbonyl)-4,4-difluoro-2,8-diazaspiro[4.5]decane-2-carboxylate